NC=1C=C(C=CC1O)C1=C(NC=2N(C1=O)N=C(C2C2=CC=CC=C2)C2=CC=CC=C2)C 6-(3-amino-4-hydroxyphenyl)-5-methyl-2,3-diphenylpyrazolo[1,5-a]pyrimidin-7(4H)-one